tert-butyl 3-(5-benzylpyrimidin-2-yl)pyrrolidine-1-carboxylate C(C1=CC=CC=C1)C=1C=NC(=NC1)C1CN(CC1)C(=O)OC(C)(C)C